ClC=1C=CC(=C(C1)C1=CC(=C(N=N1)C)NC1=CC(=NC=C1)NC(=O)CCN1CC(NCC1)CC(=O)OC)F Methyl 2-(4-{2-[(4-{[6-(5-Chloro-2-Fluorophenyl)-3-Methylpyridazin-4-yl]Amino}Pyridin-2-yl)Carbamoyl]Ethyl}Piperazin-2-yl)Acetat